C(CCC)OC(N(CCC1=CC=CC=C1)CCC=O)=O butyl-N-(3-oxopropyl)-N-(2-phenylethyl)carbamate